methyl 3-(4-fluoro-2-nitrophenyl)-2-hydroxypropanoate FC1=CC(=C(C=C1)CC(C(=O)OC)O)[N+](=O)[O-]